FC(OC=1C=C(C=CC1)N1C(N(C2=C1C=C(C(=C2)C(=O)NC2(CCS(CC2)(=O)=O)C)F)C(C)C)=O)F 1-(3-(Difluoromethoxy)phenyl)-6-fluoro-3-isopropyl-N-(4-methyl-1,1-dioxidotetrahydro-2H-thiopyran-4-yl)-2-oxo-2,3-dihydro-1H-benzo[d]imidazole-5-carboxamide